C(C1=CC=CC=C1)OC1=C(OC=C(C1=O)C(=O)OC)C(=O)OC Dimethyl 3-(benzyloxy)-4-oxo-4H-pyran-2,5-dicarboxylate